ClC=1C(=CC(=NC1)OC)C1=CC(=NN1)C(=O)N1CCC(CC1)C(=O)NC1CN(CC1)C1=CC=C(C=C1)F 1-(5-(5-chloro-2-methoxypyridin-4-yl)-1H-pyrazole-3-carbonyl)-N-(1-(4-fluorophenyl)pyrrolidin-3-yl)piperidine-4-carboxamide